IC[C@@H](CCCCC)C (R)-1-iodo-2-methylheptane